2-[9-(cyclopropylmethyl)-2-oxo-1H-pyrrolo[2,3-f][1,4]benzoxazin-8-yl]-7-fluoro-1-methyl-benzimidazole-5-carboxylic acid methyl ester COC(=O)C1=CC2=C(N(C(=N2)C2=CC=3C=CC4=C(NC(CO4)=O)C3N2CC2CC2)C)C(=C1)F